(2R)-3-(((2,3-bis((3-(benzyl(tert-butoxycarbonyl)amino)propanoyl)oxy)propoxy)(hydroxy)phosphoryl)oxy)-propane-1,2-diyl-ditetradecanoate C(C1=CC=CC=C1)N(CCC(=O)OC(COP(=O)(O)OC[C@H](CCCCCCCCCCCCCCC(=O)[O-])CCCCCCCCCCCCCC(=O)[O-])COC(CCN(C(=O)OC(C)(C)C)CC1=CC=CC=C1)=O)C(=O)OC(C)(C)C